N-(2-phosphoethyl-ethyl)-aminopropyl-trimethoxysilane P(=O)(=O)CCC(C)NCCC[Si](OC)(OC)OC